(Z)-5-bromo-2-hydroxy-3-((4-hydroxy-1-(4-hydroxyphenyl)-3-oxo-butan-2-ylimino)meth-yl)phenyl 4-methyl-benzoate CC1=CC=C(C(=O)OC2=C(C(=CC(=C2)Br)\C=N/C(CC2=CC=C(C=C2)O)C(CO)=O)O)C=C1